C(C(=O)O)(=O)O.NC(CO)(CO)C 2-amino-2-methyl-1,3-propanediol oxalate